C(C)(C)C=1OC(=C(N1)C1=NC=2N(C(=C1)C)N=CC2C(=O)O)C 5-(2-isopropyl-5-methyloxazol-4-yl)-7-methylpyrazolo[1,5-a]Pyrimidine-3-carboxylic acid